FC=1C=C(C=C(C1)F)[C@@H]1CC[C@H]2OC3(C(N21)=O)CCN(CC3)C(=O)C3=C(C=C(C(=C3)F)F)F (5'S,7a'R)-5'-(3,5-difluoro-phenyl)-1-(2,4,5-trifluoro-benzene-1-carbonyl)tetra-hydro-3'H-spiro[piperidine-4,2'-pyrrolo[2,1-b][1,3]oxazol]-3'-one